COC1=CC(=NC=C1)NC1=CC(=NC(=N1)C=1C=NC=CC1)N1CC2(CC1)CC(CCC2)C(=O)O 2-(6-((4-methoxypyridin-2-yl)amino)-2-(pyridin-3-yl)pyrimidin-4-yl)-2-azaspiro[4.5]decane-7-carboxylic acid